2-((1-(2-(3-Azabicyclo[3.1.0]hexan-3-yl)-3-(difluoromethyl)-6-methyl-4-oxo-3,4-dihydro-quinazolin-8-yl)ethyl)amino)benzoic acid C12CN(CC2C1)C1=NC2=C(C=C(C=C2C(N1C(F)F)=O)C)C(C)NC1=C(C(=O)O)C=CC=C1